3-fluoro-N-(5-phenyl-1,3,4-oxadiazol-2-yl)-5-(trifluoromethyl)benzamide FC=1C=C(C(=O)NC=2OC(=NN2)C2=CC=CC=C2)C=C(C1)C(F)(F)F